10-biphenyl-4-yl-2,7-diphenyl-10H-acridin-9-one C1(=CC=C(C=C1)N1C=2C=CC(=CC2C(C2=CC(=CC=C12)C1=CC=CC=C1)=O)C1=CC=CC=C1)C1=CC=CC=C1